N-(5-((3H-Spiro[isobenzofuran-1,3'-piperidin]-1'-yl)methyl)-4-fluorothiazol-2-yl)acetamide N1(CC2(CCC1)OCC1=CC=CC=C12)CC1=C(N=C(S1)NC(C)=O)F